6-(((6aS,8R)-6a-(difluoromethyl)-2-(3-fluoro-2-methoxyphenyl)-5,6,6a,7,8,9-hexahydropyrrolo[1',2':4,5]pyrazino[2,3-c]pyridazin-8-yl)oxy)-5-fluoro-4-methylnicotinonitrile FC([C@@]12N(C=3C(=NN=C(C3)C3=C(C(=CC=C3)F)OC)NC1)C[C@@H](C2)OC2=NC=C(C#N)C(=C2F)C)F